COC1=CC(=CC2=C1C(=NO2)NS(=O)(=O)C2=C(C=CC=C2)OC)CN2CC(CC2)C#CC(=O)N (1-((4-methoxy-3-((2-methoxyphenyl)sulfonamido)benzo[d]isoxazol-6-yl)methyl)pyrrolidin-3-yl)propiolamide